N[C@@H]1CC(=C(C[C@H]1C1=C(C2=NC(=CC(=C2S1)NCC#CC)Cl)Br)C)C 2-((1r,6r)-6-amino-3,4-dimethylcyclohex-3-en-1-yl)-3-bromo-N-(but-2-yn-1-yl)-5-chlorothieno[3,2-b]pyridin-7-amine